BrC=1C=C(C(=C(C1)[N+](=O)[O-])CBr)I 5-bromo-2-(bromomethyl)-3-iodo-1-nitrobenzene